5-benzyl-N-(4-(o-methylphenyl)pyridin-2-yl)-4H-1,2,4-triazole-3-carboxamide C(C1=CC=CC=C1)C=1NC(=NN1)C(=O)NC1=NC=CC(=C1)C1=C(C=CC=C1)C